NC=1N(N=C2C(N(CCC21)S(=O)(=O)C)C)C(=O)C2CCNC1=C(C=CC=C21)C (3-amino-7-methyl-6-(methylsulfonyl)-4,5,6,7-tetrahydropyrazolo[3,4-c]pyridin-2-yl)(8-methyl-1,2,3,4-tetrahydroquinolin-4-yl)methanone